trans-[(3S)-3-(3,5-difluorophenyl)isoxazolidin-2-yl]-[3-(5-fluoroindol-1-yl)cyclobutyl]methanone FC=1C=C(C=C(C1)F)[C@H]1N(OCC1)C(=O)[C@@H]1C[C@H](C1)N1C=CC2=CC(=CC=C12)F